FC=1C=C(C=C(C1)F)CCCC(=O)O 4-(3,5-difluorophenyl)butyric acid